benzyl ((S)-2-amino-1-((1r,4S)-4-methylcyclohexyl)-2-oxoethyl)carbamate NC([C@H](C1CCC(CC1)C)NC(OCC1=CC=CC=C1)=O)=O